C1(=C(C=CC=C1)C(C(=O)O)(O)C(O)C(=O)O)C D-o-tolyltartaric acid